8-(((Tetrahydro-2H-pyran-4-yl)methyl)thio)-9H-purin-6-amine O1CCC(CC1)CSC=1NC2=NC=NC(=C2N1)N